C1=CC=C2C=C(C=CC2=C1)OC(=O)C3=CC=CC=C3O naphthalol